1-[6-[5-[(3aS,6aS)-6-oxo-2,3,3a,4,5,6a-hexahydropyrrolo[2,3-c]pyrrol-1-yl]benzimidazol-1-yl]-3-(1-hydroxyethyl)-2-pyridyl]-5-methyl-pyrazole-3-carbonitrile O=C1NC[C@H]2[C@@H]1N(CC2)C2=CC1=C(N(C=N1)C1=CC=C(C(=N1)N1N=C(C=C1C)C#N)C(C)O)C=C2